(S)-glycidyl m-nitrobenzenesulfonate [N+](=O)([O-])C=1C=C(C=CC1)S(=O)(=O)OC[C@@H]1CO1